O1CCN(CC1)CCN1C2=C(C3=CC=C(C=C13)O)C=CN=C2C(F)(F)F 9-(2-morpholinoethyl)-1-(trifluoromethyl)-9H-pyrido[3,4-b]indol-7-ol